(2-((5-bromo-2-((2-cyclobutyloxy-5-(1-methyl-1H-pyrazol-4-yl)-4-(4-(piperazin-1-yl)piperidin-1-yl)phenyl)amino)pyrimidin-4-yl)amino)naphthalen-1-yl)dimethylphosphine oxide BrC=1C(=NC(=NC1)NC1=C(C=C(C(=C1)C=1C=NN(C1)C)N1CCC(CC1)N1CCNCC1)OC1CCC1)NC1=C(C2=CC=CC=C2C=C1)P(C)(C)=O